FC(C(=O)O)(F)F.FC(C(=O)O)(F)F.NC1=NN2C(N=CC=C2)=C1C(=O)NC(C)C=1C=C(C=2N(C1N1CCC(CC1)C)C=NC2)Cl 2-Amino-N-{1-[8-chloro-5-(4-methyl-piperidin-1-yl)imidazo[1,5-a]pyridin-6-yl]ethyl}pyrazolo[1,5-a]pyrimidine-3-carboxamide bistrifluoroacetate